ClC=1N=C(C2=C(N1)C=C(O2)C2=CC(=NN2)C)N2CCOCC2 2-chloro-6-(3-methyl-1H-pyrazol-5-yl)-4-morpholinofuro[3,2-d]pyrimidine